(2R,3R,4S,5S)-2-(4-Amino-7H-pyrrolo[2,3-d]pyrimidin-7-yl)-5-((((5-benzyl-3-methylisoxazol-4-yl)methyl)thio)methyl)tetrahydrofuran-3,4-diol NC=1C2=C(N=CN1)N(C=C2)[C@@H]2O[C@@H]([C@H]([C@H]2O)O)CSCC=2C(=NOC2CC2=CC=CC=C2)C